C(C)(C)(C)NC(CN(C)C=1C2=C(N=C(N1)C1=NC=C(C(=C1)OC)C)CCC2)=O N-tert-butyl-2-{[2-(4-methoxy-5-methylpyridin-2-yl)-5H,6H,7H-cyclopenta[d]pyrimidin-4-yl](methyl)amino}acetamide